5-[3-({(1S)-1-[(1S,3R)-3-(ethylamino)cyclobutyl]ethyl}amino)-4-(trifluoromethyl)phenyl]-1,3,4-oxadiazol-2(3H)-one C(C)NC1CC(C1)[C@H](C)NC=1C=C(C=CC1C(F)(F)F)C1=NNC(O1)=O